5-tert-butoxy-3-butylhydantoin C(C)(C)(C)OC1C(N(C(N1)=O)CCCC)=O